6-(2-oxa-6-azaspiro[3.3]heptan-6-yl)pyridin-2-yl 3-(o-tolyl)propiolate C1(=C(C=CC=C1)C#CC(=O)OC1=NC(=CC=C1)N1CC2(COC2)C1)C